(R)-3,3-Difluoro-2-methyl-6-{(1R,3aS,7aR,E)-7a-methyl-4-[2-(5-phenyl-1H-tetrazol-1-yl)ethylidene]octahydro-1H-inden-1-yl}heptan-2-ol FC(C(C)(O)C)(CC[C@@H](C)[C@H]1CC[C@H]2/C(/CCC[C@]12C)=C/CN1N=NN=C1C1=CC=CC=C1)F